COC1=CC=C(COC2=C(C=C(C=O)C=C2)[N+](=O)[O-])C=C1 4-((4-Methoxybenzyl)oxy)-3-nitrobenzaldehyde